BrC=1C(=C(C=C(C1F)Cl)C(C(=O)O)C)OC(C)C 2-(3-bromo-5-chloro-4-fluoro-2-isopropoxyphenyl)propanoic acid